5-bromo-6-isopropyl-2-(4-methoxybenzyl)pyridazin-3(2H)-one BrC1=CC(N(N=C1C(C)C)CC1=CC=C(C=C1)OC)=O